[Cl-].[Cl-].C[SiH](C)[Zr+2](C1C(=CC2=CC=CC=C12)C)C1C(=CC2=CC=CC=C12)C rac-dimethylsilyldi(2-methyl-indenyl)zirconium dichloride